2,7-dibromo-9-(heptadec-9-yl)-9H-carbazole BrC1=CC=2N(C3=CC(=CC=C3C2C=C1)Br)C(CCCCCCCC)CCCCCCCC